BrC=1C=C(C(N(C1CBr)C1=CC=CC=C1)=O)C(=O)OCC 3-ethyl 5-bromo-6-(bromomethyl)-2-oxo-1-phenyl-1,2-dihydropyridine-3-carboxylate